(S)-2-((R)-3-Methyl-morpholin-4-yl)-9-[2-(1-oxa-6-aza-spiro[3.3]hept-6-yl)-2-oxoethyl]-8-trifluoromethyl-6,7,8,9-tetrahydropyrimido-[1,2-a]pyrimidin-4-one C[C@H]1N(CCOC1)C=1N=C2N(C(C1)=O)CC[C@H](N2CC(=O)N2CC1(CCO1)C2)C(F)(F)F